[Si](C)(C)(C(C)(C)C)OC(C)C1=NC=C(C=N1)O 2-{1-[(tert-butyldimethylsilyl)oxy]ethyl}pyrimidin-5-ol